CN1N=NC=2C1=NC=C(C2C)[C@H](CC(=O)O)C=2C=C(C1=C(C=CS1)C2)CN2CC1=C(C[C@@H](C2)CC)C=CC=N1 (3R)-3-(3,7-dimethyl-3H-[1,2,3]triazolo[4,5-b]pyridin-6-yl)-3-(7-{[(6S)-6-Ethyl-5,6,7,9-tetrahydro-8H-pyrido[2,3-c]azepin-8-yl]methyl}-1-benzothiophen-5-yl)propanoic acid